FC1=C(C(=CC=C1)OC)C1=C(C=CC(=C1)F)C1=NC(=NO1)C1=C(C=C(C=C1)C=1N(C=C(N1)C(F)(F)F)C)C 5-(2',5-difluoro-6'-methoxy-[1,1'-biphenyl]-2-yl)-3-(2-methyl-4-(1-methyl-4-(trifluoromethyl)-1H-imidazol-2-yl)phenyl)-1,2,4-oxadiazole